OC(COC1=CC(=C(C=C1)O)[N+](=O)[O-])(C)C 4-(2-hydroxy-2-methylpropyloxy)-2-nitrophenol